[2-[[3-chloro-6-[3,6-dihydro-3-methyl-2,6-dioxo-4-(trifluoromethyl)-1(2H)-pyrimidinyl]-5-fluoro-2-pyridinyl]oxy]phenoxy]-N-(methylsulfonyl)-acetamide ClC=1C(=NC(=C(C1)F)N1C(N(C(=CC1=O)C(F)(F)F)C)=O)OC1=C(OCC(=O)NS(=O)(=O)C)C=CC=C1